C(C=C)N1C(C(=C(C2=CC=CN=C12)O)C(=O)NC1CCC(CC1)F)=O 1-allyl-N-((1s,4s)-4-fluorocyclohexyl)-4-hydroxy-2-oxo-1,8-naphthyridine-3-carboxamide